7-carboxy-6-fluoro-1H-indazole-5-carboxylate C(=O)(O)C=1C(=C(C=C2C=NNC12)C(=O)[O-])F